calcium (octyloxy)tris(pentafluorophenyl)borate C(CCCCCCC)O[B-](C1=C(C(=C(C(=C1F)F)F)F)F)(C1=C(C(=C(C(=C1F)F)F)F)F)C1=C(C(=C(C(=C1F)F)F)F)F.[Ca+2].C(CCCCCCC)O[B-](C1=C(C(=C(C(=C1F)F)F)F)F)(C1=C(C(=C(C(=C1F)F)F)F)F)C1=C(C(=C(C(=C1F)F)F)F)F